C(C1=CC=CC=C1)[C@H](N)CS(=O)(=O)O (S)-2-benzyltaurine